5-benzyl-3-((5-methylisoxazole-3-carboxamido)methyl)-4,5-dihydroisoxazole C(C1=CC=CC=C1)C1CC(=NO1)CNC(=O)C1=NOC(=C1)C